ClC1=NC=CC(=N1)NC1=CC(=NO1)C1=CC(=C(C=C1)OC)F N-(2-Chloropyrimidin-4-yl)-3-(3-fluoro-4-methoxyphenyl)isoxazol-5-amine